OC1=CC2=C(C(C(O2)=CC2=CC(=C(C=C2)OC)C(F)(F)F)=O)C=C1 6-hydroxy-2-(4-methoxy-3-(trifluoromethyl)benzylidene)benzofuran-3(2H)-one